C(C)(C)(C)OC(=O)N(C1=NN2C(CN(CCC2)C(=O)OC(C)(C)C)=C1OC)C tert-butyl 2-[tert-butoxycarbonyl(methyl)amino]-3-methoxy-4,6,7,8-tetrahydropyrazolo[1,5-a][1,4]diazepine-5-carboxylate